C(C=C)(=O)N1[C@H](CN(CC1)C1=NC(=NC=2CC(CCC12)N1CCCC2=CC(=CC=C12)OC)OC[C@H]1N(CCC1)CC)CC#N 2-((2S)-1-Acryloyl-4-(2-(((S)-1-ethylpyrrolidin-2-yl)methoxy)-7-(6-methoxy-3,4-dihydroquinolin-1(2H)-yl)-5,6,7,8-tetrahydroquinazolin-4-yl)piperazin-2-yl)acetonitrile